10-amino-decanoic acid NCCCCCCCCCC(=O)O